FC1=CC=C(OC2=CC=C(C=C2)C2=CC(=CC(=N2)C(=O)N)NCC=2C=NC=CC2)C=C1 6-(4-(4-fluorophenoxy)phenyl)-4-((pyridin-3-ylmethyl)amino)picolinamide